C(C)(C)NC(C1=CC=C(C=C1)CNNC1=CC=CC=C1)=O N-isopropyl-4-((2-phenylhydrazino)methyl)benzamide